4-(N-((7-(5-(difluoromethyl)-1,3,4-oxadiazol-2-yl)imidazo[1,2-a]pyridin-2-yl)methyl)-N-phenylsulfamoyl)piperidine-1-carboxylic acid methyl ester COC(=O)N1CCC(CC1)S(N(C1=CC=CC=C1)CC=1N=C2N(C=CC(=C2)C=2OC(=NN2)C(F)F)C1)(=O)=O